(S)-2-((4-(2-(5-Chloropyridin-2-yl)-2-methylbenzo[d][1,3]dioxol-4-yl)piperidin-1-yl)methyl)-4-methoxy-1-methyl-1H-benzo[d]imidazole-6-carboxylic acid ClC=1C=CC(=NC1)[C@@]1(OC2=C(O1)C=CC=C2C2CCN(CC2)CC2=NC1=C(N2C)C=C(C=C1OC)C(=O)O)C